1-((1R,4R)-4-(isopropylamino)cyclohexyl)-6-methyl-5-(8-methyl-[1,2,4]triazolo[1,5-a]pyridin-6-yl)-1,3-dihydro-2H-benzo[d]imidazol-2-one C(C)(C)NC1CCC(CC1)N1C(NC2=C1C=C(C(=C2)C=2C=C(C=1N(C2)N=CN1)C)C)=O